Methyl 6-chloro-5-fluoro-3-methylpicolinate ClC1=C(C=C(C(=N1)C(=O)OC)C)F